FC(OCC(=O)OCC1=CC=CC=C1)F benzyl 2-(difluoromethoxy)acetate